S1C=NC2=C1C=1C=CC(=CC1OC2)[C@@H](C)NC(=O)[C@H]2N(C[C@@H](C2)O)C([C@H](C(C)(C)C)N)=O (2S,4R)-N-((R)-1-(4H-chromeno[3,4-d]thiazol-7-yl)ethyl)-1-((S)-2-amino-3,3-dimethylbutyryl)-4-hydroxypyrrolidine-2-carboxamide